CC1(NC(CC(C1)OC(CCCCCCCCCCCCCCCCC)=O)(C)C)C.C(CC)(=O)[O-].C(C)N1C=[N+](C=C1)C 1-Ethyl-3-methylimidazolium propionat 2,2,6,6-tetramethyl-4-piperidyl-stearate